(R,R) or (R,S)-1-(difluoro-methyl)-N'-((3-methyl-1,2,3,5,6,7-hexahydro-dicyclopenta[b,e]pyridin-8-yl)carbamoyl)-1H-pyrazole-3-sulfonimidamide FC(N1N=C(C=C1)[S@@](=O)(N)=NC(NC1=C2C(=NC3=C1CCC3)[C@@H](CC2)C)=O)F |o1:22|